BrC=1C(=NN(C1C(=O)OCC)C)CCO[C@H]1OCCCC1 |r| (rac)-ethyl 4-bromo-1-methyl-3-[2-(tetrahydro-2H-pyran-2-yloxy)ethyl]-1H-pyrazole-5-carboxylate